FC(C(=O)N[C@H]([C@@H](C1=CC(=CC=C1)OC)OC=1C=C2C=NN(C2=CC1)C1=CC=C(C=C1)F)C)(F)F 2,2,2-trifluoro-N-[(1R,2S)-1-{[1-(4-fluorophenyl)-1H-indazol-5-yl]oxy}-1-(3-methoxyphenyl)-2-propanyl]acetamide